CC1(OB(OC1(C)C)C=1C=CC(=NC1)C(=O)OC(C)(C)C)C tert-butyl 5-(4,4,5,5-tetramethyl-1,3,2-dioxaborolan-2-yl)pyridine-2-carboxylate